FC(CO)(F)C=1C=CC=CC1 3-(1,1-difluoro-2-hydroxyethyl)benzene